tert-butyl 5-[3-[2-(4-ethoxy-4-oxo-butanoyl)-4-fluoro-6-methoxy-benzothiophen-5-yl] oxypropoxy]-6-methoxy-isoindoline-2-carboxylate C(C)OC(CCC(=O)C=1SC2=C(C1)C(=C(C(=C2)OC)OCCCOC=2C=C1CN(CC1=CC2OC)C(=O)OC(C)(C)C)F)=O